5-[3-[(2-chlorophenyl)methoxy]-5-methylsulfonylphenyl]-1,3-dimethylpyridin-2-one ClC1=C(C=CC=C1)COC=1C=C(C=C(C1)S(=O)(=O)C)C=1C=C(C(N(C1)C)=O)C